C(CC)N(CCCCC(=O)O)CCC 5-(dipropylamino)pentanoic acid